3-(isoquinolin-4-yl)-1-(1-methyl-2-oxo-6-(trifluoromethyl)-1,2-dihydropyridin-3-yl)-2-oxoimidazoline-4-carbonitrile C1=NC=C(C2=CC=CC=C12)N1C(N(CC1C#N)C=1C(N(C(=CC1)C(F)(F)F)C)=O)=O